FC=1C=CC(=C(C1)C(C(=O)OCC)=O)OCOC ethyl 2-(5-fluoro-2-(methoxymethoxy) phenyl)-2-oxoacetate